CC1=C(NSC=C1)C1=CC=CC=C1 methyl-phenyl-thiazine